C(C1=CC=CC=C1)OC1=CC=CC(=N1)C1=CC(=C(CC2=NC3=C(N2CC2OCCC2)C=CC=C3)C=C1)F 2-(4-(6-(Benzyloxy)pyridin-2-yl)-2-fluorobenzyl)-1-((tetrahydrofuran-2-yl)methyl)-1H-benzo[d]imidazol